4-(p-iodophenyl)-N-(1-oxo-1-(pyrrolidin-1-yl)propan-2-yl)butanamide IC1=CC=C(C=C1)CCCC(=O)NC(C(N1CCCC1)=O)C